CN1N=C(C=C1C=1C=2N(C(=NC1)N(C(OC(C)(C)C)=O)CC1=C(C=CC3=C1CCO3)F)C=C(N2)CO)C tert-butyl (8-(1,3-dimethyl-1H-pyrazol-5-yl)-2-(hydroxymethyl)imidazo[1,2-c]pyrimidin-5-yl)((5-fluoro-2,3-dihydrobenzofuran-4-yl)methyl)carbamate